COCC1=CC=CC2=CC=CC=C12 α-methoxymethylnaphthalene